4-(4-methylsulfanyl-phenyl)piperidine hydrochloride Cl.CSC1=CC=C(C=C1)C1CCNCC1